C12CNCC2C1CN(C(OC(C)(C)C)=O)C tert-butyl ((exo-3-azabicyclo[3.1.0]hexan-6-yl)methyl)(methyl)carbamate